C(C#C)OCCCCCC[N+]1=CC=CC=C1 1-(6-(Prop-2-yn-1-yloxy)hexyl)pyridin-1-ium